NCC1=CC2=C(N(C(=N2)CN2C(N(C3=C2C=NC=C3)CC(F)(F)F)=O)CCCCF)C=C1 3-((5-(aminomethyl)-1-(4-fluorobutyl)-1H-benzo[d]imidazol-2-yl)methyl)-1-(2,2,2-trifluoroethyl)-1,3-dihydro-2H-imidazo[4,5-c]pyridin-2-one